CNC(=O)N1C[C@@H]2N(C3=C(N(C2)C2=CC=C(C=C2)C(F)(F)F)C=CC=N3)CC1 |o1:6| (R)- or (S)-N-methyl-5-(4-(trifluoromethyl)phenyl)-5,6,6a,7,9,10-hexahydro-8H-pyrazino[1,2-a]pyrido[3,2-e]pyrazine-8-carboxamide